1-tetracosanoyl-2-(6Z-octadecenoyl)-sn-glycero-3-phosphocholine CCCCCCCCCCCCCCCCCCCCCCCC(=O)OC[C@H](COP(=O)([O-])OCC[N+](C)(C)C)OC(=O)CCCC/C=C\CCCCCCCCCCC